2-cyclopentyl-1-(5-phenyl-4,5-dihydro-1H-pyrazol-1-yl)ethanone C1(CCCC1)CC(=O)N1N=CCC1C1=CC=CC=C1